C(C)OC=1C=C(C=CC1C=O)C1=CC(=NC=N1)NCCN1C(=CC2=C(C=CC(=C12)F)OC)C#N 1-{2-[6-(3-Ethoxy-4-formyl-phenyl)-pyrimidin-4-ylamino]-ethyl}-7-fluoro-4-methoxy-1H-indol-2-carbonitril